C(C)(C)(C)[Si](C1=C(C=[N+](C=C1)CC(=O)OC(C)(C)C)OC)(F)C(C)(C)C 4-[di(tert-butyl)(fluoro)silyl]-1-(tert-butoxycarbonylmethyl)-3-methoxy-1-pyridinium